FC=1C(=CC=C2C=NN(C12)C)C1(C=CC=C2OC(OC21)C)C2(N(CCCC2)CC2=NC1=C(N2C[C@H]2OCC2)C=C(C=C1)C(=O)O)C 2-(((4-(7-fluoro-1-methyl-1H-indazol-6-yl)-2-methylbenzo[d][1,3]dioxol-4-yl)-2-methylpiperidin-1-yl)methyl)-1-(((S)-oxetan-2-yl)methyl)-1H-benzo[d]imidazole-6-carboxylic acid